ClC1=CC=C(C=C1)C=1C(N(C(=NC1C1=CC=NC=C1)NC)C)=O 5-(4-chlorophenyl)-3-methyl-2-(methylamino)-6-(pyridin-4-yl)pyrimidin-4(3H)-one